[2,7]Naphthyridine-6-carbaldehyde C1=NC=CC2=CC(=NC=C12)C=O